FC1(CC(C1)OC1=NOC(=C1)C(=O)O)F 3-(3,3-difluorocyclobutoxy)isoxazole-5-carboxylic acid